C(OC(C)(C)C)(=O)OOC(C)C t-butyl O-isopropyl monoperoxy-carbonate